5,6-dimethylindan-1-one CC=1C=C2CCC(C2=CC1C)=O